(1-(5-fluoro-4-(3-methylbutan-1-yl)pyrimidin-2-yl)piperidin-4-yl)methanone FC=1C(=NC(=NC1)N1CCC(CC1)C=O)CCC(C)C